[Pt].[Cu] COPPER-PLATINUM